ClC1=C(C=CC=C1CC)N1CCN(CC1)C[C@@H](CCNC(=O)C=1NC2=CC=CC=C2C1)O (R)-N-(4-(4-(2-chloro-3-ethylphenyl)piperazin-1-yl)-3-hydroxybutyl)-1H-indole-2-carboxamide